(E)-4-bromo-[4-(3-chloro-2-fluoro-anilino)-7-[2-[(3R)-1,3-dimethylpyrrolidin-3-yl]ethynyl]quinazolin-6-yl]but-2-enamide BrC/C=C(/C(=O)N)\C=1C=C2C(=NC=NC2=CC1C#C[C@@]1(CN(CC1)C)C)NC1=C(C(=CC=C1)Cl)F